(1S,2S)-2-fluoro-N-(3-(2-methoxypyridin-3-yl)-2-methyl-1H-pyrrolo[2,3-b]pyridin-6-yl)cyclopropane-1-carboxamide F[C@@H]1[C@@H](C1)C(=O)NC1=CC=C2C(=N1)NC(=C2C=2C(=NC=CC2)OC)C